n-methylpentanamine CNCCCCC